ClC1=CC=C(C(=N1)C)N[C@H](C)C=1C=C(C=C2C(C(=C(OC12)C1=CC=CC(N1)=O)C)=O)C 6-[8-[(1R)-1-[(6-Chloro-2-methyl-3-pyridyl)amino]ethyl]-3,6-dimethyl-4-oxo-chromen-2-yl]-1H-pyridin-2-one